(trans)-4-(Trifluoromethyl)cyclohexan-1-ol FC([C@@H]1CC[C@H](CC1)O)(F)F